phenylamine hydroiodide I.C1(=CC=CC=C1)N